BrC1=C(C=C(C=C1F)C=1N=NNC1)F 4-(4-bromo-3,5-difluorophenyl)-1H-1,2,3-triazol